FC(C1=CC=C(C=C1)C1(COC1)O)(F)F 3-(4-(trifluoromethyl)phenyl)oxetan-3-ol